(R)-4-(3-(4-Amino-2-methylpyrido[3,2-d]pyrimidin-6-yl)phenyl)-2-(2-methylthiazol-5-yl)but-3-yn-2-ol NC=1C2=C(N=C(N1)C)C=CC(=N2)C=2C=C(C=CC2)C#C[C@@](C)(O)C2=CN=C(S2)C